ethyl (2R,3S)-3-(tert-butoxycarbonylamino)-2-[[5-(1-methylpyrazol-4-yl)-3-nitro-2-pyridyl]amino]-3-phenyl-propanoate C(C)(C)(C)OC(=O)N[C@H]([C@H](C(=O)OCC)NC1=NC=C(C=C1[N+](=O)[O-])C=1C=NN(C1)C)C1=CC=CC=C1